CN(CCN1CCN(CC1)C1=C(C=C(C(=C1)OC)NC1=NC=NC(=C1)N1OCC[C@@H]1C=1C=C(C=CC1)C1=CC(=CC=C1)F)NC(C=C)=O)C (R)-N-(2-(4-(2-(dimethylamino)ethyl)piperazin-1-yl)-5-((6-(3-(3'-fluoro-[1,1'-biphenyl]-3-yl)isoxazolidin-2-yl)pyrimidin-4-yl)amino)-4-methoxyphenyl)acrylamide